(S)-N-(3-chloro-2-fluorobenzyl)-2-((1-cyclopropylethyl)amino)acetamide ClC=1C(=C(CNC(CN[C@@H](C)C2CC2)=O)C=CC1)F